3-cyclohexyl-3-(4-hydroxyphenyl)-7-(trifluoromethyl)indolin-2-one C1(CCCCC1)C1(C(NC2=C(C=CC=C12)C(F)(F)F)=O)C1=CC=C(C=C1)O